3-methyl-5-oxopentane CC(CC)CC=O